C1=CC=C(C=2SC3=C(C21)C=CC=C3)C=3C=C(C=C(C3)C3=CC=CC=C3)B3OC(C(O3)(C)C)(C)C 2-(5-(dibenzo[b,d]thiophen-4-yl)-[1,1'-biphenyl]-3-yl)-4,4,5,5-tetramethyl-1,3,2-dioxaborolane